6-(2,4-Dimethoxypyrimidin-5-yl)-8-((1S,2S)-2-(trifluoromethyl)cyclopropyl)imidazo[1,2-b]pyridazine COC1=NC=C(C(=N1)OC)C=1C=C(C=2N(N1)C=CN2)[C@@H]2[C@H](C2)C(F)(F)F